sodium 4-(2-chloro-4-fluorophenyl)-5-(4-((1-(3-fluoropropyl)azetidin-3-yl)methyl)phenyl)-2,3-dihydrobenzo[b]oxepine-8-carboxylate ClC1=C(C=CC(=C1)F)C1=C(C2=C(OCC1)C=C(C=C2)C(=O)[O-])C2=CC=C(C=C2)CC2CN(C2)CCCF.[Na+]